CNC(C1=CC(=CC=C1)CNC1=NC=C(C2=C1CCO2)C2=CC(NC=C2)=O)=O N-methyl-3-(((7-(2-oxo-1,2-dihydropyridin-4-yl)-2,3-dihydrofuro[3,2-c]pyridin-4-yl)amino)methyl)benzamide